(7-Fluoro-2-formyl-indan-5-yl)-2-[methyl(oxetan-3-yl)amino]acetamide FC=1C=C(C=C2CC(CC12)C=O)C(C(=O)N)N(C1COC1)C